3,4-dichloronitrosobenzene C1=CC(=C(C=C1N=O)Cl)Cl